(S)-6-(3-(5-(3-hydroxy-1-methyl-2-oxopyrrolidin-3-yl)phenyl)isoxazol-3-yl)pyridineamide OC1(C(N(CC1)C)=O)C=1C=CC=C(C1)[C@]1(NOC=C1)C1=CC=CC(=N1)C(=O)N